ethyl 2-(6-(difluoromethoxy)-[1,1'-biphenyl]-3-yl)-5-methyloxazole-4-carboxylate FC(OC1=CC=C(C=C1C1=CC=CC=C1)C=1OC(=C(N1)C(=O)OCC)C)F